COC1=C(C=CC=C1)C=1SC2=C(N1)NC(=C2)C(=O)NC2CC[Si](CC2)(C)C 2-(2-methoxy-phenyl)-N-(1,1-dimethylsilacyclohexan-4-yl)-4H-pyrrolo[2,3-d]thiazole-5-carboxamide